CC(=O)N[C@@H]1[C@H]([C@@H]([C@H](O[C@H]1O[C@H]2[C@H]([C@@H]([C@H](OC2O)CO)O)O)CO)O)O The molecule is an amino disaccharide consisting of 2-acetamido-2-deoxy-beta-D-glucopyranose and D-mannopyranose residues joined in sequence by a (1->2) glycosidic bond. It is a glycosylmannose derivative, an amino disaccharide and a member of acetamides.